4-((5-carbamoylindazol-1-yl)methyl)phenylboronic acid C(N)(=O)C=1C=C2C=NN(C2=CC1)CC1=CC=C(C=C1)B(O)O